C(C)OC=1C=C(C=CC1OC)[C@@H](CS(=O)(=O)C)N1C(C2=CC=CC(=C2C1=O)NC(CCC)=O)=O N-{2-[(1S)-1-(3-ethoxy-4-methoxy-phenyl)-2-methylsulfonylethyl]-1,3-dioxo-2,3-dihydro-1H-isoindol-4-yl}butanamide